COC1=C(C(=O)NCC=2C=NC=CC2)C=CC(=C1)C=1C=C2C=CN(C2=CC1)C(CC)=O 2-methoxy-4-(1-propionylindol-5-yl)-N-(pyridin-3-ylmethyl)benzamide